BrC=1C(=C(C(=NC1)Cl)O)OC 5-bromo-2-chloro-4-methoxypyridin-3-ol